COC1=CC=C(C(=N1)C)N1CN(C2=C(C1=O)C=C(N=C2)C(F)(F)F)C2=C(C=C(C=C2)OC(F)(F)F)C 3-(6-methoxy-2-methylpyridin-3-yl)-1-(2-methyl-4-(trifluorometh-oxy)phenyl)-6-(trifluoromethyl)-2,3-dihydropyrido-[3,4-d]pyrimidin-4(1H)-one